CC([SiH](C)[Hf](C=1C(C2=CC=CC=C2C1)CC(C)C)C1(C(=C(C(=C1)C)C)C)C)C Dimethyl-dimethylsilyl-(tetramethylcyclopentadienyl)(1-isobutylindenyl)hafnium